C(C(O)CO)OC(CCCCCCCCCCCCCCCCC)=O Glycerylstearat